[4-(3,6-Dimethyl-9H-carbazol-9-yl)phenyl]phosphonic Acid CC=1C=CC=2N(C3=CC=C(C=C3C2C1)C)C1=CC=C(C=C1)P(O)(O)=O